tert-butyl 4-{1-[4-({5-bromo-4-[(5-methanesulfonamidoquinoxalin-6-yl)amino]pyrimidin-2-yl}amino)-2-cyclopentyl-5-methoxyphenyl]piperidin-4-yl}piperazine-1-carboxylate BrC=1C(=NC(=NC1)NC1=CC(=C(C=C1OC)N1CCC(CC1)N1CCN(CC1)C(=O)OC(C)(C)C)C1CCCC1)NC=1C(=C2N=CC=NC2=CC1)NS(=O)(=O)C